N-(3-(1-chloro-3-cyclopropyl-propyl)phenyl)-1-(3-cyanophenyl)-3-(trifluoromethyl)-1H-pyrazole-5-carboxamide ClC(CCC1CC1)C=1C=C(C=CC1)NC(=O)C1=CC(=NN1C1=CC(=CC=C1)C#N)C(F)(F)F